C[C@@](N)(CC1=CC=C(C=C1)O)C(=O)O α-methyl-D-tyrosine